trimethoxy-phenyl-silane CO[Si](C1=CC=CC=C1)(OC)OC